Hexabromobenzen BrC1=C(C(=C(C(=C1Br)Br)Br)Br)Br